phenyl-propyl-triethyl-ammonium C1(=CC=CC=C1)C(C)[N+](CC)(CC)CCC